tert-butyl 2-(4-cyclohexyl-2-(2-isopropylphenyl) piperazin-1-yl)-7-azaspiro[3.5]nonane-7-carboxylate C1(CCCCC1)N1CC(N(CC1)C1CC2(C1)CCN(CC2)C(=O)OC(C)(C)C)C2=C(C=CC=C2)C(C)C